4-acryloyloxybenzoyloxycholesterol acetate C(C)(=O)O[C@@H]1CC2=CC[C@H]3[C@@H]4CC[C@H]([C@@H](CCCC(COC(C5=CC=C(C=C5)OC(C=C)=O)=O)C)C)[C@]4(CC[C@@H]3[C@]2(CC1)C)C